6-[(3S)-3-(cyanomethyl)-4-prop-2-enoyl-piperazin-1-yl]-2-[[(2S)-1-ethylpyrrolidin-2-yl]methoxy]-N-(3-hydroxy-1-naphthyl)pyrimidine-4-carboxamide C(#N)C[C@H]1CN(CCN1C(C=C)=O)C1=CC(=NC(=N1)OC[C@H]1N(CCC1)CC)C(=O)NC1=CC(=CC2=CC=CC=C12)O